Pivalic acid amid C(C(C)(C)C)(=O)N